C(CCCCCCCCCCCCCCC)(=O)O[C@@H]1C[C@H]2N(CCC3=CC(=C(C=C23)OC)OC)C[C@H]1CC(C)C (2R,3R,11bR)-3-isobutyl-9,10-dimethoxy-1,3,4,6,7,11b-hexahydro-2H-pyrido[2,1-a]isoquinolin-2-yl palmitate